C(CCC)OB(OCCCC)C1=CC=C(C=C1)Cl (4-chlorophenyl)boronic acid dibutyl ester